N-(7-((1-(4-(2,6-dioxopiperidin-3-yl)-2-fluorophenyl)piperidin-4-yl)methyl)-7-azaspiro[3.5]non-2-yl)-2-fluoro-5-methylbenzamide O=C1NC(CCC1C1=CC(=C(C=C1)N1CCC(CC1)CN1CCC2(CC(C2)NC(C2=C(C=CC(=C2)C)F)=O)CC1)F)=O